ClC1=NC=C2C(=N1)N(N=C2C(F)(F)F)CCCOC2=NN(C(=C2[N+](=O)[O-])C)C2CCOCC2 6-chloro-1-(3-((5-methyl-4-nitro-1-(tetrahydro-2H-pyran-4-yl)-1H-pyrazol-3-yl)oxy)propyl)-3-(trifluoromethyl)-1H-pyrazolo[3,4-d]pyrimidine